C(CCC(=O)[O-])(=O)OCC(O)CO monoglyceryl succinate